2-fluoro-8-methyl-11-oxo-11H-pyrido[2,1-b]Quinazoline-6-carboxylic acid FC=1C=C2C(N3C(=NC2=CC1)C(=CC(=C3)C)C(=O)O)=O